2-amino-4-tert-butyl-6-adamantylphenol NC1=C(C(=CC(=C1)C(C)(C)C)C12CC3CC(CC(C1)C3)C2)O